5-chloro-3-cyano-4-methyl-2,6-dichloropyridine ClC=1C(=C(C(=NC1Cl)Cl)C#N)C